ClC=1C=C(C=CC1Cl)C1CCN(CC1)C(CN1N=C(C2=C1CCC2)C(=O)N2C[C@H](O[C@H](C2)C)C)=O 1-[4-(3,4-dichlorophenyl)piperidin-1-yl]-2-{3-[(2R,6S)-2,6-dimethylmorpholine-4-carbonyl]-5,6-dihydrocyclopenta[c]pyrazol-1(4H)-yl}ethan-1-one